C1(CC1)C([C@]1(NC(NC2=CC(=C(C=C12)F)CN1C(=NC=C1)C(=O)N)=O)C#CC1CC1)(F)F (S)-1-((4-(cyclopropyldifluoromethyl)-4-(cyclopropylethynyl)-6-fluoro-2-oxo-1,2,3,4-tetrahydroquinazolin-7-yl)methyl)-1H-imidazole-2-carboxamide